(S)-2-((S)-4,4-difluoro-3-(6-oxo-1,6-dihydropyridin-3-yl)piperidin-1-yl)-N-(5-(2,4-difluorophenoxy)pyrazin-2-yl)propionamide FC1([C@H](CN(CC1)[C@H](C(=O)NC1=NC=C(N=C1)OC1=C(C=C(C=C1)F)F)C)C1=CNC(C=C1)=O)F